The molecule is an alkanesulfonic acid obtained by the formal substitution of one of the methyl hydrogens of (2S)-propane-1,2-diol by a sulfonic acid group. It is a conjugate acid of a (2R)-3-sulfopropanediol(1-). C([C@H](CS(=O)(=O)O)O)O